N-(4-hydroxycyclohexyl)-2-methoxy-acetamide OC1CCC(CC1)NC(COC)=O